C(=CC1=CC=CC=C1)C=1N=C(N=NC1)C=CC1=CC=CC=C1 Distyryl-1,2,4-triazin